6-AMINO-BENZO[DE]ISOQUINOLINE-1,3-DIONE NC=1C=CC=2C(NC(C3=CC=CC1C23)=O)=O